O1CCN(CC1)CCOC=1C=C(C=CC1)C1=NC=CC2=C1N=C(N=C2N)NC=2C=NC(=CC2)N2CCOCC2 8-(3-(2-Morpholinoethoxy)phenyl)-N2-(6-Morpholinopyridin-3-yl)pyrido[3,4-d]pyrimidine-2,4-diamine